(2R,3R,11bR)-3-(tert-butoxy)-10-methoxy-9-(oxetan-3-yloxy)-1,3,4,6,7,11b-hexahydro-2H-pyrido[2,1-a]isoquinolin-2-ol C(C)(C)(C)O[C@H]1[C@@H](C[C@H]2N(CCC3=CC(=C(C=C23)OC)OC2COC2)C1)O